C1CC1C(C(=O)O)=O 3-cyclopropyl-2-oxoacetic acid